FC=1C2=C(SC1C(=O)NC1=C(C(=CC(=C1)F)B1OC(C(O1)(C)C)(C)C)C)CC(C2)(C)C 3-Fluoro-N-(5-fluoro-2-methyl-3-(4,4,5,5-tetramethyl-1,3,2-dioxaborolan-2-yl)phenyl)-5,5-dimethyl-5,6-dihydro-4H-cyclopenta[b]thiophene-2-carboxamide